methyl 2-[1-[(4-methylphenyl)methyl]-5-oxopyrrolidin-2-yl]acetate CC1=CC=C(C=C1)CN1C(CCC1=O)CC(=O)OC